N-(4-chloro-2-methylphenyl)-6-(4-(trifluoromethyl)phenyl)pyrazine-2-carboxamide ClC1=CC(=C(C=C1)NC(=O)C1=NC(=CN=C1)C1=CC=C(C=C1)C(F)(F)F)C